methyl 7-nitro-1,4-benzodioxane-6-carboxylate [N+](=O)([O-])C=1C(=CC2=C(OCCO2)C1)C(=O)OC